NC=1C=2N(C(=C(N1)C1=C(C#N)C=CC=C1)C1=NC=NC=C1)N=C(C2)C=2CCOCC2 (4-amino-2-(3,6-dihydro-2H-pyran-4-yl)-7-(pyrimidin-4-yl)pyrazolo[1,5-a]pyrazin-6-yl)benzonitrile